COC(C(CCC(=O)N(C)C)C)=O Methyl-5-(dimethylamino)-2-methyl-5-oxopentanoate